2,4,6-triethylcyclotrisiloxane C(C)[SiH]1O[SiH](O[SiH](O1)CC)CC